ethyl 2-(ethoxymethylene)-3-oxo-butyrate C(C)OC=C(C(=O)OCC)C(C)=O